dichloro(2-isopropoxybenzylidene)ruthenium(II) tetrafluoroborate F[B-](F)(F)F.Cl[Ru-2](=CC1=C(C=CC=C1)OC(C)C)Cl